((4-(3-((1r,3R,5S,7S)-3,5-dimethyladamantan-1-yl) ureido)-3-fluorophenyl) sulfonyl) piperidine-3-carboxylate N1CC(CCC1)C(=O)OS(=O)(=O)C1=CC(=C(C=C1)NC(=O)NC12C[C@]3(C[C@](CC(C1)C3)(C2)C)C)F